Cl.CC1N(C[C@@H](CC1)N)CC1=CC=CC=C1 (5R)-2-methyl-5-amino-1-benzylpiperidine hydrochloride